C(CC)(=O)OC(C(=O)OCC)(C)C Ethyl α-Propanoyloxyisobutyrate